(S)-1-(3-(1-amino-1,3-dihydrospiro[indene-2,4'-piperidine]-1'-yl)-6-((3-chloro-2-cyclopropylpyridin-4-yl)thio)-5-methylpyrazin-2-yl)cyclopropane-1-ol N[C@@H]1C2=CC=CC=C2CC12CCN(CC2)C=2C(=NC(=C(N2)C)SC2=C(C(=NC=C2)C2CC2)Cl)C2(CC2)O